(R)-9-(5-(difluoromethyl)-1,3,4-thiadiazol-2-yl)-5-(3-hydroxypiperidin-1-yl)-N-(1-methylcyclopropyl)-9H-benzo[d]imidazo[1,2-a]imidazole-7-sulfonamide FC(C1=NN=C(S1)N1C=2N(C3=C1C=C(C=C3N3C[C@@H](CCC3)O)S(=O)(=O)NC3(CC3)C)C=CN2)F